NC=1N=NC(=CC1C=1C=NN(C1)C1CCN(CC1)C1CCC(CC1)C1=CC=CC2=C1OCCN2C2C(NC(CC2)=O)=O)C2=C(C(=CC=C2)Cl)O 3-(8-((1s,4s)-4-(4-(4-(3-amino-6-(3-chloro-2-hydroxyphenyl)pyridazin-4-yl)-1H-pyrazol-1-yl)piperidin-1-yl)cyclohexyl)-2,3-dihydro-4H-benzo[b][1,4]oxazin-4-yl)piperidine-2,6-dione